C(C)(C)(C)N1N=C(C=C1NC(OCC1=CC=CC=C1)=O)[C@@H]1C[C@H](CC1)O |r| (±)-trans-benzyl [1-tert-butyl-3-(3-hydroxycyclopentyl)-1H-pyrazol-5-yl]carbamate